Ethyl-chloro-6-(3-chloro-2-methoxypyridin-4-yl)-5-methylpyrazine-2-carboxylate C(C)OC(=O)C1=NC(=C(N=C1Cl)C)C1=C(C(=NC=C1)OC)Cl